4',6'-Dimethoxy-2'-hydroxy-3-nitrochalcone COC1=CC(=C(C(/C=C/C2=CC(=CC=C2)[N+](=O)[O-])=O)C(=C1)OC)O